B([O-])(O)O.C(C=1C(O)=CC=CC1)(=O)O.C(C=1C(O)=CC=CC1)(=O)O.[Li+] lithium bis(salicylate) borate